C(C)(=O)N[C@]1(CN(C[C@@H](C1)CCB1OC(C(O1)(C)C)(C)C)C(=O)OC(C)(C)C)C(NC(C)(C)C)=O |r| Racemic-tert-butyl (3R,5R)-3-acetamido-3-(tert-butylcarbamoyl)-5-(2-(4,4,5,5-tetramethyl-1,3,2-dioxaborolan-2-yl)ethyl)piperidine-1-carboxylate